COC(=O)C=1SC(=CC1)C(=O)O thiophene-2,5-dicarboxylic acid monomethyl ester